(4-((1-(3-amino-5-(trifluoromethyl)phenyl)ethyl)amino)-2-methyl-6-(methylamino)quinazolin-7-yl)(1,1-dioxothiomorpholino)methanone NC=1C=C(C=C(C1)C(F)(F)F)C(C)NC1=NC(=NC2=CC(=C(C=C12)NC)C(=O)N1CCS(CC1)(=O)=O)C